FC(CN1C=NC2=C1C=C(C=C2F)C=2C=CN1N=C(N=C(C12)OC)N[C@H]1[C@H](CN(CC1)CCOC)F)F 5-(1-(2,2-difluoroethyl)-4-fluoro-1H-benzo[d]imidazol-6-yl)-N-((3S,4R)-3-fluoro-1-(2-methoxyethyl)piperidin-4-yl)-4-methoxypyrrolo[2,1-f][1,2,4]triazin-2-amine